tert-butyl ((1-(1-(4-methoxybenzyl)-3-(4-(methylcarbamoyl)-3,4-dihydroquinolin-1(2H)-yl)-1H-pyrazolo[3,4-b]pyrazin-6-yl)-4-methylpiperidin-4-yl)methyl)carbamate COC1=CC=C(CN2N=C(C=3C2=NC(=CN3)N3CCC(CC3)(C)CNC(OC(C)(C)C)=O)N3CCC(C2=CC=CC=C32)C(NC)=O)C=C1